C(C)(C)(C)C=1C(=C(CC=2C=C(C=C(C2O)C)CCC(=O)[O-])C=C(C1)C(C)(C)C)O 3-(3-(3,5-di-tert-butyl-2-hydroxybenzyl)-4-hydroxy-5-methylphenyl)propionate